4-chloro-1-methyl-1H-pyrazolo[4,5-C]pyridine ClC1=NC=CC2=C1C=NN2C